3,3',3''-Phosphanetriyltripropionic acid P(CCC(=O)O)(CCC(=O)O)CCC(=O)O